trimethylthiazolyl-1,4,7-Triazacyclononane CC1C(N(CCNCCN1)C=1SC=CN1)(C)C